FC1=CC=C(C=C1)SC[C@@H](CCO)NC(OCC1=CC=CC=C1)=O BENZYL (R)-(1-((4-FLUOROPHENYL)THIO)-4-HYDROXYBUTAN-2-YL)CARBAMATE